5-bromo-3-chloro-6-(3,4-dimethoxyphenyl)-7-((2-(trimethylsilyl)ethoxy)methyl)-7H-pyrrolo[2,3-c]Pyridazine BrC1=C(N(C=2N=NC(=CC21)Cl)COCC[Si](C)(C)C)C2=CC(=C(C=C2)OC)OC